C1(CC1)C=1C2=C(N=C(N1)N1CC(C1)[C@@H]1CN(CCC1)[C@H]1C[C@H](CC1)C(=O)O)N(N=N2)[C@H](C)C2=C(C=C(C=C2)Cl)Cl (1S,3R)-3-((R)-3-(1-(7-cyclopropyl-3-((R)-1-(2,4-dichlorophenyl)ethyl)-3H-[1,2,3]triazolo[4,5-d]pyrimidin-5-yl)azetidin-3-yl)piperidin-1-yl)cyclopentane-1-carboxylic acid